SCCSCC(CS)SCCS 1,2-bis(2-mercaptoethyl-thio)-3-mercaptopropane